6-isopropyl-2-(2-methylmorpholino)-6,7-dihydro-5H-pyrrolo[3,4-d]pyrimidin-4-amine C(C)(C)N1CC=2N=C(N=C(C2C1)N)N1CC(OCC1)C